C(C)(C)(C)OC(=O)NC1=C2N=CN(C2=NC=N1)CC1=C(C(=O)[O-])C=C(C=C1)Cl 2-((6-((tert-butoxycarbonyl)amino)-9H-purin-9-yl) methyl)-5-chlorobenzoate